C(C1=CC=CC=C1)OC1=NC(=CC=C1N1C(N(C2=C1C=CC=C2C=O)CCNC(OC(C)(C)C)=O)=O)OCC2=CC=CC=C2 tert-butyl N-[2-[3-(2,6-dibenzyloxy-3-pyridyl)-7-formyl-2-oxo-benzimidazol-1-yl]ethyl]carbamate